N[C@H](C(=O)O)CNC(=O)C=1C(=NC(=NC1)C1=CC=C(C=C1)C(C)(C)C)C (S)-2-amino-3-(2-(4-(tert-butyl)phenyl)-4-methylpyrimidine-5-carboxamido)propanoic acid